aluminium phosphonate P([O-])([O-])=O.[Al+3].P([O-])([O-])=O.P([O-])([O-])=O.[Al+3]